4-(1-(3,4-difluoro-5-(methoxymethoxy)phenyl)-1H-indazol-5-yl)-4-methylpiperidine-1-carboxylic acid tert-butyl ester C(C)(C)(C)OC(=O)N1CCC(CC1)(C)C=1C=C2C=NN(C2=CC1)C1=CC(=C(C(=C1)OCOC)F)F